ClC1=C(C(=CC=C1Cl)F)[C@]1(CN(CC1)C(C=C)=O)NC=1C=CC2=C(N(N=C2C1)CCO)C |r| (rac)-1-[3-(2,3-dichloro-6-fluorophenyl)-3-{[2-(2-hydroxyethyl)-3-methylindazol-6-yl]amino}pyrrolidin-1-yl]prop-2-en-1-one